Di(4-acetoxy-benzyl) Methylphosphonate CP(OCC1=CC=C(C=C1)OC(C)=O)(OCC1=CC=C(C=C1)OC(C)=O)=O